COC1=C(C(CN)([2H])[2H])C=C(C(=C1)OC)OC 2,4,5-trimethoxy-β,β-dideuterophenethylamine